7-bromo-3-fluoro-1H-indazole BrC=1C=CC=C2C(=NNC12)F